1-(4-(4-cyano-2-fluorobenzyl)-3-oxo-3,4-dihydro-2H-benzo[b][1,4]oxazin-7-yl)-3-(1H-indol-6-yl)urea C(#N)C1=CC(=C(CN2C3=C(OCC2=O)C=C(C=C3)NC(=O)NC3=CC=C2C=CNC2=C3)C=C1)F